(4-(1-benzyl-1H-pyrazol-4-yl)phenyl)methanol nickel iron manganese oxalate C(C(=O)[O-])(=O)[O-].[Mn+2].[Fe+2].[Ni+2].C(C1=CC=CC=C1)N1N=CC(=C1)C1=CC=C(C=C1)CO.C(C(=O)[O-])(=O)[O-].C(C(=O)[O-])(=O)[O-]